3-(3,5-Dimethyladamantan-1-yl)-1-methyl-bromoimidazole CC12CC3(CC(CC(C1)(C3)C)C2)N2C(N(C=C2)C)Br